O=C1NC2=C(OC3=C1C=C(C=C3)C=3C=C(C(=O)O)C=CC3)C=CC(=C2)OC(F)(F)F 3-(11-oxo-8-(trifluoromethoxy)-10,11-dihydrodibenzo[b,f][1,4]oxazepin-2-yl)benzoic acid